3-ethoxy-4-(hepta-1,6-dien-4-yloxy)benzaldehyde C(C)OC=1C=C(C=O)C=CC1OC(CC=C)CC=C